copper-zinc-tin sulfur [S].[Sn].[Zn].[Cu]